tert-butyl (R)-3-(2-fluoro-4-(5-(methylcarbamoyl)-3H-[1,2,3]triazolo[4,5-b]pyridin-3-yl)-N-(8-methylisoquinolin-1-yl) benzamido)piperidine-1-carboxylate FC1=C(C(=O)N(C2=NC=CC3=CC=CC(=C23)C)[C@H]2CN(CCC2)C(=O)OC(C)(C)C)C=CC(=C1)N1N=NC=2C1=NC(=CC2)C(NC)=O